1-((3-(oxazol-5-ylmethyl)ureido)methyl)-6-azaspiro[2.5]octane-6-carboxylic acid tert-butyl ester C(C)(C)(C)OC(=O)N1CCC2(CC2CNC(=O)NCC2=CN=CO2)CC1